CO\C(\C(=O)O)=C/C1=CC=C(C2=C1SC=C2)OC(CC=2N=C(OC2C)C2=CC=CC=C2)([2H])[2H] (Z)-2-methoxy-3-(4-(2-(5-methyl-2-phenyloxazol-4-yl)ethoxy-1,1-d2)benzo[b]thiophen-7-yl)acrylic acid